3-(chloromethyl)-6-methoxy-2-methylpyridine ClCC=1C(=NC(=CC1)OC)C